ClC1=CC=CC2=C1N(CC1C(C(N2C)=O)N(C(C1)=O)C1=NC(=CC(=C1)C(F)(F)F)C)CCN1CCN(CC1)C 6-Chloro-10-methyl-1-(6-methyl-4-(trifluoromethyl)pyridin-2-yl)-5-(2-(4-methylpiperazin-1-yl)ethyl)-1,3a,4,5,10,11a-hexahydro-2H-benzo[b]pyrrolo[2,3-f][1,4]diazocine-2,11(3H)-dione